tert-butyl 4-[[1-(1-carbamoylethyl)-8-(2-chlorophenyl)-7-(4-chlorophenyl)-2,6-dioxopurin-3-yl]methyl]piperidine-1-carboxylate C(N)(=O)C(C)N1C(N(C=2N=C(N(C2C1=O)C1=CC=C(C=C1)Cl)C1=C(C=CC=C1)Cl)CC1CCN(CC1)C(=O)OC(C)(C)C)=O